6-((3-(2-(diethylamino)ethyl)-1H-indol-7-yl)oxy)-6-oxohexanoic acid C(C)N(CCC1=CNC2=C(C=CC=C12)OC(CCCCC(=O)O)=O)CC